C1(=CC=CC=C1)N1CCN(CC1)P(OCC1CN(CC(O1)N1C(NC(C(=C1)C)=O)=O)C(C1=CC=CC=C1)(C1=CC=CC=C1)C1=CC=CC=C1)(=O)Cl (6-(5-methyl-2,4-dioxo-3,4-dihydropyrimidin-1(2H)-yl)-4-tritylmorpholin-2-yl)methyl (4-phenylpiperazin-1-yl)phosphonochloridate